2-bromo-4-methyl-benzenesulfonyl chloride BrC1=C(C=CC(=C1)C)S(=O)(=O)Cl